2,6-diisopropyl-4-(4,4,5,5-tetramethyl-1,3,2-dioxaborolan-2-yl)aniline C(C)(C)C1=C(N)C(=CC(=C1)B1OC(C(O1)(C)C)(C)C)C(C)C